2'-chloro-5'-methoxy-N-(5-methoxy-1,3,4-thiadiazol-2-yl)-6-((3-methoxyazetidin-1-yl)methyl)-(4,4'-bipyridine)-3-carboxamide ClC1=NC=C(C(=C1)C1=C(C=NC(=C1)CN1CC(C1)OC)C(=O)NC=1SC(=NN1)OC)OC